C1(CCCCCC1)NC(OC1=CC(=CC(=C1)F)C=1C=NC=C(C1)C=1OC=NN1)=O 3-(5-(1,3,4-oxadiazol-2-yl)pyridin-3-yl)-5-fluorophenyl cycloheptylcarbamate